(R)-4-((1-(3-(difluoromethyl)-2-fluorophenyl)ethyl)amino)-6-(1-imino-1-oxidohexahydro-1λ6-thiopyran-4-yl)-8-methylpyrido[2,3-d]pyrimidin-7(8H)-one FC(C=1C(=C(C=CC1)[C@@H](C)NC=1C2=C(N=CN1)N(C(C(=C2)C2CCS(CC2)(=O)=N)=O)C)F)F